ClC=1C=CC=C2C=C(NC12)C(=O)N[C@H](C(=O)N[C@@H](C[C@H]1C(NCCC1)=O)C(CO)=O)CC1CC1 7-chloro-N-[(2S)-3-cyclopropyl-1-({(2S)-4-hydroxy-3-oxo-1-[(3S)-2-oxopiperidin-3-yl]butan-2-yl}amino)-1-oxopropan-2-yl]-1H-indole-2-carboxamide